O1NCN=C1 dihydro-1,2,4-oxadiazole